1-(cyclopropanecarbonyl)-N-(naphthalen-2-ylmethyl)-4-(phenylsulfonyl)piperazine-2-carboxamide C1(CC1)C(=O)N1C(CN(CC1)S(=O)(=O)C1=CC=CC=C1)C(=O)NCC1=CC2=CC=CC=C2C=C1